C(C)OC(C(=O)NC1=NC=C(C=C1)Cl)=O N-(5-chloropyridin-2-yl)oxalamic acid ethyl ester